ClC=1C(=C(CNC(=O)[C@]2(C=3C=CC=NC3[C@H](CC2)O)F)C=CC1F)F (5S,8S)-N-(3-chloro-2,4-difluorobenzyl)-5-fluoro-8-hydroxy-5,6,7,8-tetrahydroquinoline-5-carboxamide